N-(tertbutoxycarbonyl)-N'-(6-fluorenylmethoxycarbonyl-aminohexyl)thiourea C(C)(C)(C)OC(=O)NC(=S)NCCCCCC(C(=O)OCC1=CC=CC=2C3=CC=CC=C3CC12)N